C1CCC2C3C(CC(C12)C3)OC(C=C)=O 2-propenoic acid octahydro-4,7-methano-1H-inden-5-yl ester